2-((2R,3S)-3-(2-chlorophenyl)-3-(4-fluorophenyl)-2-hydroxypropyl)isoindoline-1,3-dione ClC1=C(C=CC=C1)[C@@H]([C@H](CN1C(C2=CC=CC=C2C1=O)=O)O)C1=CC=C(C=C1)F